FC(CN1N=C2C(=C1)CC(C2)COC=2C=C1C(=CNC1=CC2)NC(C)=O)(F)F N-(5-((2-(2,2,2-trifluoroethyl)-2,4,5,6-tetrahydrocyclopenta[c]pyrazol-5-yl)methoxy)-1H-indol-3-yl)acetamide